3-(2-amino-4-oxo-5-(3-tolyl)-4,7-dihydro-3H-pyrrolo[2,3-d]pyrimidin-6-yl)-N,N-dimethylbenzamide NC=1NC(C2=C(N1)NC(=C2C=2C=C(C=CC2)C)C=2C=C(C(=O)N(C)C)C=CC2)=O